(2,4-dichloro-5,8-dihydropyrido[3,4-d]pyrimidin-7(6H)-yl)(1-methyl-1H-pyrazol-5-yl)methanone ClC=1N=C(C2=C(N1)CN(CC2)C(=O)C2=CC=NN2C)Cl